O[C@]1(C[C@H]([C@H]([C@@H](C1)OC(\C=C\C1=CC(=C(C=C1)OC)O)=O)OC(\C=C\C1=CC(=C(C=C1)OC)O)=O)O)C(=O)OC methyl (1S,3R,4R,5R)-1,3-dihydroxy-4,5-bis{[(2E)-3-(3-hydroxy-4-methoxyphenyl)prop-2-enoyl]oxy}cyclohexane-1-carboxylate